C(C)(C)(C)NC(COC1=CC(=CC=C1)C1=NC(=C(C(=N1)C)C)NC=1C=NC(=CC1)N1CCOCC1)=O N-(tert-Butyl)-2-(3-(4,5-dimethyl-6-((6-morpholinopyridin-3-yl)amino)pyrimidin-2-yl)phenoxy)acetamide